C1C(CC2=CC=CC=C12)NC1=NC=C(C(=N1)OC)C(=O)OCC ethyl 2-((2,3-dihydro-1H-inden-2-yl) amino)-4-methoxypyrimidine-5-carboxylate